ClC=1C=C(C=CC1Cl)C=1N(C(=C(C(C1C(=O)OC)=O)C=1OC=CN1)C)CC methyl 2-(3,4-dichlorophenyl)-1-ethyl-6-methyl-5-oxazol-2-yl-4-oxo-pyridine-3-carboxylate